3-hydrosulfonylazetidine S(=O)(=O)C1CNC1